1-[2-(oleoyloxy)ethyl]-2-oleoyl-3-(2-hydroxyethyl)imidazolium chloride [Cl-].C(CCCCCCC\C=C/CCCCCCCC)(=O)OCCN1C(=[N+](C=C1)CCO)C(CCCCCCC\C=C/CCCCCCCC)=O